triethylamine 2,6-naphthalenedicarboxylate salt C1=C(C=CC2=CC(=CC=C12)C(=O)O)C(=O)O.C(C)N(CC)CC